methyl 4-(tert-butylamino)-2,3-dihydrofuro[3,2-c]quinoline-8-carboxylate C(C)(C)(C)NC1=NC=2C=CC(=CC2C2=C1CCO2)C(=O)OC